2-(2,5-dimethylpyrrol-1-yl)-5-(5-ethylpyrazol-1-yl)-1,3,4-thiadiazole CC=1N(C(=CC1)C)C=1SC(=NN1)N1N=CC=C1CC